C1(=CC=CC=C1)P(C1=CC=CC=C1)CCC[Si](OCC)(OCC)OCC (DIPHENYLPHOSPHINO)PROPYLTRIETHOXYSILANE